(R)-1-(4-hydroxy-4-(8-methoxy-4-((1-(2-methyl-3-(trifluoromethyl)-phenyl)ethyl)amino)pyrido[3,4-d]pyrimidin-6-yl)piperidin-1-yl)ethan-1-one OC1(CCN(CC1)C(C)=O)C1=CC2=C(N=CN=C2N[C@H](C)C2=C(C(=CC=C2)C(F)(F)F)C)C(=N1)OC